(4-(3-(4-((1-(2-(4-(2-(2,6-dioxopiperidin-3-yl)-1-oxoisoindolin-5-yl)piperidin-1-yl)ethyl)piperidin-4-yl)methoxy)benzoyl)-6-hydroxybenzo[b]thiophen-2-yl)phenyl)boronic acid O=C1NC(CCC1N1C(C2=CC=C(C=C2C1)C1CCN(CC1)CCN1CCC(CC1)COC1=CC=C(C(=O)C=2C3=C(SC2C2=CC=C(C=C2)B(O)O)C=C(C=C3)O)C=C1)=O)=O